O1COC2=C1C=CC(=C2)NS(=O)(=O)C=2C=C(C(=O)NC1=CC(=CC(=C1)C)C)C=CC2 3-(N-(benzo[d][1,3]dioxol-5-yl)sulfamoyl)-N-(3,5-dimethylphenyl)benzamide